N1=CC(=CC=C1)C1=CC=C(C=O)C=C1 4-(pyridin-3-yl)benzaldehyde